(3S,5S)-5-methylpyrrolidin-3-ol C[C@H]1C[C@@H](CN1)O